CS(=O)(=O)C1=CC=C(C=C1)CC1=NC=CC2=CC(=CC=C12)OC(C)C 1-[(4-methanesulfonylphenyl)methyl]-6-(propan-2-yloxy)isoquinoline